2,2'-(1,4-phenylene)bis(6-sulfo-1H-benzimidazole-4-sulfonic acid) C1(=CC=C(C=C1)C1=NC2=C(N1)C=C(C=C2S(=O)(=O)O)S(=O)(=O)O)C2=NC1=C(N2)C=C(C=C1S(=O)(=O)O)S(=O)(=O)O